bis(2-hydroxynaphthyl)methane OC1=C(C2=CC=CC=C2C=C1)CC1=C(C=CC2=CC=CC=C12)O